NC([C@H]([C@@H](C)O)NC(=O)[C@H]1N(CCC1)C(=O)[C@H]1N(CCC1)C([C@H](CO)N)=O)=O (S)-N-((2S,3R)-1-amino-3-hydroxy-1-oxobutan-2-yl)-1-((S)-1-((S)-2-amino-3-hydroxypropanoyl)pyrrolidine-2-carbonyl)pyrrolidine-2-carboxamide